ClC1=NC=C(C(N1C([2H])([2H])[2H])=O)I 2-Chloro-5-iodo-3-(methyl-d3)pyrimidin-4(3H)-one